ICCCCC=CC(=O)OCC ethyl 7-iodohept-2-enoate